OC1CCN(CC1)[C@@H]1[C@@H](CCC1)OC=1C=C2CN(C(C2=CC1)=O)C1C(NC(CC1)=O)=O 3-(5-(((1R,2S)-2-(4-hydroxypiperidin-1-yl)cyclopentyl)oxy)-1-oxoisoindolin-2-yl)piperidine-2,6-dione